CC1CNC2(CCNCC2)COC(C(C(C(CC(C1)C)C)=O)C)=O 9,11,13,15-tetramethyl-17-oxa-3,7-diazaspiro[5.12]octadecane-14,16-dione